FC1=C(C(=CC=C1)F)CC(=O)NNC(C(=O)OCC)=N Ethyl 2-(2-(2-(2,6-difluorophenyl) acetyl) hydrazino)-2-iminoacetate